ethyl 5-((2-cyclopropyl-1-(5-fluoro-2-hydroxyphenyl)ethyl)amino)pyrazolo[1,5-a]pyrimidine-3-carboxylate C1(CC1)CC(C1=C(C=CC(=C1)F)O)NC1=NC=2N(C=C1)N=CC2C(=O)OCC